FC(CN1N=CC(=C1C)S(=O)(=O)N1N=C2C(=C1)CN(C2)C([C@@H](CO)C2=C(C=CC=C2)OC)=O)F (2R)-1-{2-[1-(2,2-difluoroethyl)-5-methylpyrazol-4-ylsulfonyl]-4H,6H-pyrrolo[3,4-c]pyrazol-5-yl}-3-hydroxy-2-(2-methoxyphenyl)propan-1-one